1-(2-fluorophenyl)-3-[1-(2-methylpropyl)-5-oxopyrrolidin-3-yl]urea FC1=C(C=CC=C1)NC(=O)NC1CN(C(C1)=O)CC(C)C